C(#N)[C@@H](C[C@@H]1C(NCCC1)=O)NC(=O)[C@@H]1N([C@@H]2CC([C@H]1CC2)(F)F)C(=O)C2(C1=CC(=CC=C1C=1C=CC(=CC21)F)F)O (1S,3R,4S)-N-((R)-1-cyano-2-((R)-2-oxopiperidin-3-yl)ethyl)-2-(2,7-difluoro-9-hydroxy-9H-fluorene-9-carbonyl)-5,5-difluoro-2-azabicyclo[2.2.2]octane-3-carboxamide